BrC=1C(=C2C(=NC1)NC(=N2)C2=C(N(C(=C2)C)C=2C=C(C(=O)NCCN1CCN(CC1)C)C=CC2)C)N[C@@H]2CN(CC2)S(=O)(=O)CC (S)-3-(3-(6-Bromo-7-((1-(ethylsulfonyl)pyrrolidin-3-yl)amino)-3H-imidazo[4,5-b]pyridin-2-yl)-2,5-dimethyl-1H-pyrrol-1-yl)-N-(2-(4-methylpiperazin-1-yl)ethyl)benzamid